(+)-PHENYLLACTIC ACID C1(=CC=CC=C1)C(C(=O)O)(O)C